Cl.ClC1=CC(=C(N)C=C1)C(C(F)(F)F)=O 4-ChlOrO-2-(trifluoroacetyl)aniline hydrochloride